ClC=1C=C2C(C(=O)OC2=O)=CC1Cl 4,5-dichloro-phthalic anhydride